ClC1=CC(=C(C(=N1)OCC1=CC=C(C=C1)OC)C(C)=O)OC 1-{6-chloro-4-methoxy-2-[(4-methoxyphenyl)methoxy]pyridin-3-yl}ethan-1-one